ClC1=C(C(=CC(=C1)F)Cl)C1=C2C=CC=NC2=C(C=C1)C[C@@H](C(=O)OC)NC(C1=C(C=C(C=C1F)N[C@@H](C(F)(F)F)C1=CC=CC=C1)F)=O Methyl (S)-3-(5-(2,6-dichloro-4-fluorophenyl)quinolin-8-yl)-2-(2,6-difluoro-4-(((R)-2,2,2-trifluoro-1-phenylethyl)amino)benzamido)propanoate